FC1=C(CN2C3=C(C=C4N(C(C=5C=CC=C2C45)=O)C)C=CC=N3)C=CC(=C1)F 6-(2,4-difluorobenzyl)-1-methyl-1,6-dihydro-2H-pyrido[3',2':6,7]azepino[4,3,2-cd]isoindol-2-one